4-(5-amino-3-methylisoxazol-4-yl)-3,6-dihydropyridine-1(2H)-carboxylic acid tert-butyl ester C(C)(C)(C)OC(=O)N1CCC(=CC1)C=1C(=NOC1N)C